ClC=1C=C(C=C(C1)OC(F)F)NC(OC1=CC=CC=C1)=O phenyl (3-chloro-5-(difluoromethoxy)phenyl)carbamate